ClC=1N=C2N(C(C1C=O)=O)C=CS2 7-CHLORO-5-OXO-5H-THIAZOLO[3,2-A]PYRIMIDINE-6-CARBALDEHYDE